2-(4-(4-(2,6-dioxopiperidin-3-yl)phenyl)piperazin-1-yl)acetic acid O=C1NC(CCC1C1=CC=C(C=C1)N1CCN(CC1)CC(=O)O)=O